(3-cyano-1H-indol-7-yl)-2-cyclopropyl-1,3-oxazole-5-sulfonamide C(#N)C1=CNC2=C(C=CC=C12)C=1N=C(OC1S(=O)(=O)N)C1CC1